BrC1=CC=C2C(N3C(=NC2=C1)[C@@H]1CCCN([C@@H]1CC3)C)=O |r| (±)-(4aR,13bR)-11-bromo-4-methyl-1,2,3,4,4a,5,6,13b-octahydro-8H-[1,6]naphthyridino[5,6-b]quinazolin-8-one